3-((7-(6-Chloro-3-(((S)-morpholin-2-yl)methyl)-2-oxo-2,3-dihydro-1H-benzo[d]imidazol-4-yl)thieno[3,2-b]pyridin-2-yl)methyl)-6,6-dimethyl-3-azabicyclo[3.1.0]hexane ClC=1C=C(C2=C(NC(N2C[C@@H]2CNCCO2)=O)C1)C1=C2C(=NC=C1)C=C(S2)CN2CC1C(C1C2)(C)C